(4-fluorophenoxy)-6-nitroquinoline FC1=CC=C(OC2=NC3=CC=C(C=C3C=C2)[N+](=O)[O-])C=C1